[Na+].FC(S(=O)(=O)[O-])(F)F trifluoromethanesulfonic acid sodium salt